ClC=1C(=C(C=C(C1)C(=O)OC)S(=O)(=O)NC=1C(=CC(=C(C1)C1=C2CN(CC2=CC=C1)C(=O)OC(C)(C)C)F)F)OC tert-Butyl 4-[5-[(3-chloro-2-methoxy-5-methoxycarbonyl-phenyl)sulfonylamino]-2,4-difluoro-phenyl]isoindoline-2-carboxylate